4-Chloroanilin ClC1=CC=C(N)C=C1